di(hydroxymethyl)anilineAcetylCoA OCC(C(=O)SCCNC(CCNC([C@@H](C(COP(OP(OC[C@@H]1[C@H]([C@H]([C@@H](O1)N1C=NC=2C(N)=NC=NC12)O)OP(=O)(O)O)(=O)O)(=O)O)(C)C)O)=O)=O)(NC1=CC=CC=C1)CO